FC/C=C/C(=O)N1CCCCC1 1-((E)-4-fluorobut-2-enoyl)piperidin